2'-O-methyl-N6-methyl-adenosine 3'-phosphoramidite P(O)(N)O[C@H]1[C@H]([C@@H](O[C@@H]1CO)N1C=NC=2C(NC)=NC=NC12)OC